tert-butyl N-[2-fluoro-3-({[3-(5-fluoro-2,4-dihydroxyphenyl)oxetan-3-yl]amino}methyl)phenyl]carbamate FC1=C(C=CC=C1CNC1(COC1)C1=C(C=C(C(=C1)F)O)O)NC(OC(C)(C)C)=O